1-((2-fluoro-4-methoxyphenyl)amino)-6-methylisoquinoline FC1=C(C=CC(=C1)OC)NC1=NC=CC2=CC(=CC=C12)C